(4Z)-4-(1,3-benzothiazol-6-ylmethylene)-2-(cyclobutylamino)-1H-imidazol-5-one S1C=NC2=C1C=C(C=C2)\C=C\2/N=C(NC2=O)NC2CCC2